1-cinnamyloxy-sulfonyl-4-methylbenzene C(C=CC1=CC=CC=C1)OS(=O)(=O)C1=CC=C(C=C1)C